N2-phosphinylformamidine [PH2](=O)N=CN